C1(CC1)C1=C(C=CC(=C1)C(F)(F)F)NC(C(C)(C)N1N=CC2=C1CN(C2)C2CN(C2)C(=O)OC(C)(C)C)=O tert-butyl 3-(1-(1-((2-cyclopropyl-4-(trifluoromethyl)phenyl)amino)-2-methyl-1-oxopropan-2-yl)-4,6-dihydropyrrolo[3,4-c]pyrazol-5(1H)-yl)azetidine-1-carboxylate